3-[(octyl)oxy]-1,2-propanediol C(CCCCCCC)OCC(CO)O